3-(5-(((1S,2R)-2-(3-hydroxyazetidin-1-yl)cyclopentyl)oxy)-1-oxoisoindolin-2-yl)piperidine-2,6-dione OC1CN(C1)[C@H]1[C@H](CCC1)OC=1C=C2CN(C(C2=CC1)=O)C1C(NC(CC1)=O)=O